CC1N(C(CN(C1)C1=NC=C(C=N1)C(F)(F)F)C)C(=O)C1CNC1 3-(2,6-Dimethyl-4-(5-(trifluoromethyl)pyrimidin-2-yl)piperazine-1-carbonyl)azetidine